4-amino-6'-(pyrrolidine-1-yl)-6-(thiazole-2-yl)-[2,2'-bipyridine]-3-carbonitrile NC1=C(C(=NC(=C1)C=1SC=CN1)C1=NC(=CC=C1)N1CCCC1)C#N